N2-((4-methoxypyridin-2-yl)methyl)-N2-methylpyridine-2,4,5-triamine COC1=CC(=NC=C1)CN(C1=NC=C(C(=C1)N)N)C